FC1=CC=C(C=C1)[C@@H]1N(CCC2=CC=CC=C12)C(=O)[C@@H]1OC[C@@H]([C@H](C1)O)OC1COC1 ((S)-1-(4-fluorophenyl)-3,4-dihydroisoquinolin-2(1H)-yl)((2R,4S,5S)-4-hydroxy-5-(oxetan-3-yloxy)tetrahydro-2H-pyran-2-yl)methanone